CC=1N=C2N(N=C(C=C2)B2OC(C(O2)(C)C)(C)C)C1 2-methyl-6-(4,4,5,5-tetramethyl-1,3,2-dioxaborolan-2-yl)imidazo[1,2-b]pyridazine